N,N-dimethyl-formamide ammonium [NH4+].CN(C=O)C